C(C)(C)(C)OC([C@H](CC(=O)O)NC(=O)OCCC(=O)OC(C)(C)C)=O (S)-4-(tert-butoxy)-3-(((3-(tert-butoxy)-3-oxopropoxy)carbonyl)amino)-4-oxobutanoic acid